C(C)(C)(C)C1=C(N(C)C)C=CC=C1 t-butyl-N,N-dimethylaniline